(S)-5-((4-((2-hydroxy-1-phenylethyl)amino)-5-(1,3,4-oxadiazol-2-yl)pyrimidin-2-yl)amino)-2-(4-methoxybenzyl)-3,3-dimethylisoindolin-1-one OC[C@H](C1=CC=CC=C1)NC1=NC(=NC=C1C=1OC=NN1)NC=1C=C2C(N(C(C2=CC1)=O)CC1=CC=C(C=C1)OC)(C)C